2-nitro-4-(oxiran-2-yl)-6-(trifluoromethyl)phenol [N+](=O)([O-])C1=C(C(=CC(=C1)C1OC1)C(F)(F)F)O